4-(4-methylpiperazin-1-yl-3,3,5,5-d4)benzene-1,2-diamine CN1C(CN(CC1([2H])[2H])C=1C=C(C(=CC1)N)N)([2H])[2H]